n-Butyldimethylsilane CCCC[Si](C)C